2,6-dichloro-4-methylpyridin-3-ol ClC1=NC(=CC(=C1O)C)Cl